[Sb].[Ga] Gallium-Antimony